5-(4-chloro-6-methylpyridin-2-yl)-2,4-dimethoxypyrimidine ClC1=CC(=NC(=C1)C)C=1C(=NC(=NC1)OC)OC